(S)-2-((tertbutoxycarbonyl)(methyl)amino)-3-(5-chloro-2-(1-methylcyclopropoxy)phenyl)propanoic acid C(C)(C)(C)OC(=O)N([C@H](C(=O)O)CC1=C(C=CC(=C1)Cl)OC1(CC1)C)C